C(C)(C)(C)OC(=O)N1C2CC(=C(CC1CC2)C2=CC=C(C=C2)OC)CO 3-(hydroxymethyl)-4-(4-methoxyphenyl)-9-azabicyclo[4.2.1]non-3-ene-9-carboxylic acid tert-butyl ester